CC=1C(=C(C=C(C1)C)O)C1=NC=2N(C=C1)N=C(N2)N2CC(OC(C2)C)(C)C 3,5-dimethyl-2-[2-(2,2,6-trimethylmorpholin-4-yl)-[1,2,4]triazolo[1,5-a]pyrimidin-5-yl]phenol